N[C@@H]1[C@@H]2CC[C@H](C1)N2C(=O)C=2C=CC(=C(C2)C2=CC(=C(C=C2)C#N)F)C2=CC1=C(C(=NO1)C)C=C2F |o1:1,2,5| 5'-((1S,2S,4R)-rel-2-amino-7-azabicyclo[2.2.1]heptane-7-carbonyl)-3-fluoro-2'-(5-fluoro-3-methylbenzo[d]isoxazol-6-yl)-[1,1'-biphenyl]-4-carbonitrile